ClC=1C=CC(=C(C1)[C@@H](N1C(C2=CC(=CC=C2C1)C=1CCNCC1)=O)C=1NC2=CC=CC=C2C1)O (R)-2-((5-chloro-2-hydroxyphenyl)(1H-indol-2-yl)methyl)-6-(1,2,3,6-tetrahydropyridin-4-yl)isoindolin-1-one